benzimidazole-4,6-disulfonic acid, monosodium salt [Na+].N1=CNC2=C1C=C(C=C2S(=O)(=O)[O-])S(=O)(=O)O